CC(CC1=NN=CN1C)(C)C=1C=C(C=CC1)N1C=NC2=C(C=C(C=C2C1=O)CN1C[C@H](CCC1)C)C(F)(F)F (S)-3-(3-(2-Methyl-1-(4-methyl-4H-1,2,4-triazol-3-yl)propan-2-yl)phenyl)-6-((3-methylpiperidin-1-yl)methyl)-8-(trifluoromethyl)quinazolin-4(3H)-one